1-(5,6,7,8-tetrahydronaphthalen-1-yl)cyclopropanamine C1(=CC=CC=2CCCCC12)C1(CC1)N